[Na+].[Na+].CP(ON1N=CC(=C1)C=1SC=C(N1)C(NC=1C(=NN(C1)C1CCC(CC1)OCC)C1=NC(=CC=C1F)F)=O)([O-])=O.FC=1C(=NC(=CC1)F)C1=NN(C=C1NC(=O)C=1N=C(SC1)C=1C=NN(C1)OP([O-])(=O)C)C1CCC(CC1)OCC (4-(4-((3-(3,6-difluoropyridin-2-yl)-1-((1r,4r)-4-ethoxycyclohexyl)-1H-pyrazol-4-yl) carbamoyl) thiazol-2-yl)-1H-pyrazol-1-yl) methylphosphonate disodium salt